2-(4-(2-((4-(Bis(2-hydroxydodecyl)amino)butyl)disulfaneyl)ethyl)piperazin-1-yl)ethyl 5-(bis((9Z,12Z,15Z)-2-hydroxyoctadeca-9,12,15-trien-1-yl)amino)pentanoate OC(CN(CCCCC(=O)OCCN1CCN(CC1)CCSSCCCCN(CC(CCCCCCCCCC)O)CC(CCCCCCCCCC)O)CC(CCCCCC\C=C/C\C=C/C\C=C/CC)O)CCCCCC\C=C/C\C=C/C\C=C/CC